(4,7-dimethylindenyl)zirconium dichloride [Cl-].[Cl-].CC1=C2C=CC(C2=C(C=C1)C)[Zr+2]